(3-Bromopropyl)trichlorosilane BrCCC[Si](Cl)(Cl)Cl